COC1=CC=C(C=C1)N\N=C(/C(=O)OCC)\CC (Z)-ethyl 2-(2-(4-methoxyphenyl)hydrazono)butanoate